N[C@@H]1CN(CC1)C=1OC=C(N1)C(=O)NC=1C(=CC2=CN(N=C2C1)C)N1CCCCC1 (S)-2-(3-aminopyrrolidin-1-yl)-N-(2-methyl-5-(piperidin-1-yl)-2H-indazol-6-yl)oxazole-4-carboxamide